2-hydroxypropanol OC(CO)C